Bis(4-cyanato-3,5-dimethylphenyl)methane O(C#N)C1=C(C=C(C=C1C)CC1=CC(=C(C(=C1)C)OC#N)C)C